methyl 2-(2-(4-hydroxyphenyl) thiazol-4-yl)-2-methylpropionate OC1=CC=C(C=C1)C=1SC=C(N1)C(C(=O)OC)(C)C